(-)-di-p-anisoyltartaric acid C(C1=CC=C(C=C1)OC)(=O)C(C(C(=O)O)(O)C(C1=CC=C(C=C1)OC)=O)(O)C(=O)O